N-[5-ethyl-4-[4-fluoro-3-(1-methyl-4-piperidyl)phenoxy]-6-(2-isobutylphenyl)pyrimidin-2-yl]-1-methyl-pyrazole-4-sulfonamide C(C)C=1C(=NC(=NC1C1=C(C=CC=C1)CC(C)C)NS(=O)(=O)C=1C=NN(C1)C)OC1=CC(=C(C=C1)F)C1CCN(CC1)C